OC1=C(C=C(C=C1)C(C)C1=CC(=C(C=C1)O)C)C 1,1-bis(4-hydroxy-3-methylphenyl)ethane